Cl.N1CCCC2CC3C(C=C12)=CC=C(C3O)O octahydrobenzo[g]quinoline-6,7-diol hydrochloride